(S)-2-(2,6-dichloro-3-(3-isopropylphenylamino)benzamido)-3-(3-((R)-2,3-dihydro-1H-inden-1-yl)ureido)propionic acid ClC1=C(C(=O)N[C@H](C(=O)O)CNC(=O)N[C@@H]2CCC3=CC=CC=C23)C(=CC=C1NC1=CC(=CC=C1)C(C)C)Cl